(1-(2,3-dihydrobenzofuran-6-yl)ethyl)-4-(4-(methylthio)phenyl)piperazine O1CCC2=C1C=C(C=C2)C(C)N2CCN(CC2)C2=CC=C(C=C2)SC